tert-Butyl (4-(4-amino-7-(1-methyl-1H-1,2,3-triazol-4-yl)pyrrolo[2,1-f][1,2,4]triazin-5-yl)-2-methoxyphenyl)carbamate NC1=NC=NN2C1=C(C=C2C=2N=NN(C2)C)C2=CC(=C(C=C2)NC(OC(C)(C)C)=O)OC